CC1=C(C(=CC(=C1)C)C)[S@](=O)OCC Ethyl (R)-2,4,6-trimethylbenzenesulfinate